C(C)(C)(C)C1=CC2=C(N=CN=C2OC)S1 6-tert-Butyl-4-methoxythieno[2,3-d]pyrimidine